CN1N=CC(=C1)C1C(C1)C(=O)NC=1N=CC2=CC(=C(C=C2C1)C1CC12CC2)C 2-(1-methyl-1H-pyrazol-4-yl)-N-(7-methyl-6-(spiro[2.2]pentan-1-yl)isoquinolin-3-yl)cyclopropane-1-carboxamide